Cl.O=C1NC(CCC1C1=CC=C(C=C1)NC(CC1CCNCC1)=O)=O N-[4-(2,6-dioxo-3-piperidyl)phenyl]-2-(4-piperidyl)acetamide hydrochloride